NC=1N=CC=2C=C(C=C(C2C1)C(=O)OC)C1=C(C=CC=C1C)F methyl 3-amino-7-(2-fluoro-6-methyl-phenyl)isoquinoline-5-carboxylate